FC(C1=CC=C(C=C1)C=1N=C(N2C1C=CC=C2)C2=NNC(O2)=O)(F)F 5-(1-(4-(trifluoromethyl)phenyl)imidazo[1,5-a]pyridin-3-yl)-1,3,4-oxadiazol-2(3H)-one